NC1=NC=NC=2N(C3=CC=CC=C3C21)CC(=O)N2[C@@H]1C[C@@]1(C[C@H]2C(=O)NC2=NC(=CC=C2C)Br)C (1R,3S,5R)-2-(2-(4-amino-9H-pyrimido[4,5-b]indol-9-yl)acetyl)-N-(6-bromo-3-methylpyridin-2-yl)-5-methyl-2-azabicyclo[3.1.0]hexane-3-carboxamide